bromo-N-(1,1-dimethylsilinan-4-yl)-6-methyl-1H-indole-2-carboxamide BrN1C(=CC2=CC=C(C=C12)C)C(=O)NC1CC[Si](CC1)(C)C